C(=O)C(=C)[C@H]1[C@H](C(CC1)C)C=O (1S,2R,3S)-2-(1-Formylvinyl)-5-methylcyclopentanecarbaldehyde